5-{3-[(3-Aminopropyl)amino]-4-(trifluoromethyl)phenyl}-1,3,4-oxadiazol-2(3H)-one NCCCNC=1C=C(C=CC1C(F)(F)F)C1=NNC(O1)=O